CN1N=CC2=CC(=CC=C12)NC=1C=CC=C2CN(C(C12)=O)C(=O)[O-] 7-[(1-methylindazol-5-yl)amino]-1-oxo-isoindoline-2-carboxylate